NC1=NC(=C(C=C1C=1C=C2CCNC(C2=C(C1)F)=O)C1=CC=C(C=C1)CN1CCOCC1)F 6-(2-amino-6-fluoro-5-(4-(morpholinomethyl)phenyl)pyridin-3-yl)-8-fluoro-3,4-dihydroisoquinolin-1(2H)-one